(2,2-dioxo-2lambda6-thia-6-azaspiro[3.3]heptan-6-yl)-[3-[6-[3-(trifluoromethyl)azetidin-1-yl]-3-pyridyl]azetidin-1-yl]methanone O=S1(CC2(C1)CN(C2)C(=O)N2CC(C2)C=2C=NC(=CC2)N2CC(C2)C(F)(F)F)=O